FC1C(C1)N1C(C(=CC=C1)NC(=O)C=1C(=NC=2N(C1)C=C(N2)C21COC(CC2)(C1)C)OC(C)C)=O N-(1-(2-fluorocyclopropyl)-2-oxo-1,2-dihydropyridin-3-yl)-7-isopropoxy-2-(1-methyl-2-oxabicyclo[2.2.1]heptan-4-yl)imidazo[1,2-a]pyrimidine-6-carboxamide